COC=1C=C(C=CC1OC)[C@@H](C1CCN(CC1)C(=O)N1C[C@@H]2[C@@H](OCC(N2)=O)CC1)C1=CC=CC=C1 |o1:10| (4aR,8aS)-6-(4-((S or R)-(3,4-Dimethoxyphenyl)(phenyl)methyl)piperidine-1-carbonyl)hexahydro-2H-pyrido[4,3-b][1,4]oxazin-3(4H)-one